O=C1C(=CN(C=C1C1=CC=C(C=C1)C)CC1CCSCC1)C(=O)OCC Ethyl 4-oxo-1-((tetrahydro-2H-thiopyran-4-yl) methyl)-5-(p-tolyl)-1,4-dihydropyridine-3-carboxylate